OC(C(=O)N1CC2=C(C=C(C=C2CC1)C=1C=C2C(=NC1)NC=C2C)C2NCCC2)C=2C=NC=CC2 2-(2-(2-hydroxy-2-(pyridin-3-yl)acetyl)-6-(3-Methyl-1H-pyrrolo[2,3-b]pyridin-5-yl)-1,2,3,4-tetrahydroisoquinolin-8-yl)pyrrolidin